6-(4-((4-(1H-pyrazol-4-yl)phenyl)amino)-5-fluoropyrimidin-2-yl)-2-((3,3-difluorocyclobutyl)methyl)isoindolin-1-one N1N=CC(=C1)C1=CC=C(C=C1)NC1=NC(=NC=C1F)C1=CC=C2CN(C(C2=C1)=O)CC1CC(C1)(F)F